2,2-Dimethyl-3-(3-(3-phenylpropanoyl)-2-(thiophen-2-yl)-1H-indol-1-yl)propanamide CC(C(=O)N)(CN1C(=C(C2=CC=CC=C12)C(CCC1=CC=CC=C1)=O)C=1SC=CC1)C